2-[2-[[(1R,3S)-3-([1,2,4]triazolo[4,3-a]pyridin-3-yl)cyclohexyl]amino]-5-(trifluoromethyl)pyrimidin-4-yl]oxypropane-1,3-diol N=1N=C(N2C1C=CC=C2)[C@@H]2C[C@@H](CCC2)NC2=NC=C(C(=N2)OC(CO)CO)C(F)(F)F